3-trideuteromethyl-1,7-dimethylxanthine [2H]C(N1C(N(C(C=2N(C=NC12)C)=O)C)=O)([2H])[2H]